4-chloro-6-(furan-2-yl)-5-iodopyrimidin-2-amine ClC1=NC(=NC(=C1I)C=1OC=CC1)N